N-Phenethyl-4-(pyridin-2-yl)-1H-imidazole-1-carboxamide C(CC1=CC=CC=C1)NC(=O)N1C=NC(=C1)C1=NC=CC=C1